FC1=C(C(=CC=C1F)F)[C@@H]1NOCC1 (R)-3-(2,3,6-trifluorophenyl)isoxazolidine